Benzyl Hexanoate C(CCCCC)(=O)OCC1=CC=CC=C1